3-endo-{8-[3-(cyclohexylmethylamino)-propyl]-8-aza-bicyclo[3.2.1]oct-3-yl}benzamide bisTFA salt OC(=O)C(F)(F)F.OC(=O)C(F)(F)F.C1(CCCCC1)CNCCCN1C2CC(CC1CC2)C=2C=C(C(=O)N)C=CC2